ClC=1N(N=C2C=CC(=C(C12)Cl)C1=NNC2=NC(=C(N=C21)C)N2CCC1(CCC[C@H]1N)CC2)C (1R)-8-[3-(3,4-dichloro-2-methyl-2H-indazol-5-yl)-5-methyl-1H-pyrazolo[3,4-b]pyrazin-6-yl]-8-azaspiro[4.5]decan-1-amine